methyl (S)-3-amino-3-(6-chloro-4-(2,6-dimethylphenyl)pyridin-2-yl)propanoate hydrochloride Cl.N[C@@H](CC(=O)OC)C1=NC(=CC(=C1)C1=C(C=CC=C1C)C)Cl